N1C(=CC2=CC=CC=C12)CN1CCN(CC1)C=1SC=CN1 2-[4-(1H-indol-2-ylmethyl)piperazin-1-yl]thiazole